((1s,3s)-3-Hydroxy-3-methylcyclobutyl)(7-(pyrazolo[1,5-a]pyridin-7-yl)-2-azaspiro[3.5]nonan-2-yl)methanon OC1(CC(C1)C(=O)N1CC2(C1)CCC(CC2)C2=CC=CC=1N2N=CC1)C